3-(isopropyl-hydroxy)benzene C(C)(C)OC=1C=CC=CC1